N-(3-fluoro-4-(piperidin-1-yl)phenyl)-2-((3ar,6ar)-hexahydro-5H-furo[2,3-c]pyrrol-5-yl)-5-methyl-oxazole-4-carboxamide Methyl-4-bromo-2-(chlorosulfonyl)-5-fluorobenzoate COC(C1=C(C=C(C(=C1)F)Br)S(=O)(=O)Cl)=O.FC=1C=C(C=CC1N1CCCCC1)NC(=O)C=1N=C(OC1C)N1C[C@H]2[C@@H](C1)CCO2